C(C)SC=1C=C(C(=NC1OC)CCNC(OC(C)(C)C)=O)OC tert-butyl (2-(5-(ethylthio)-3,6-dimethoxypyridin-2-yl)ethyl)carbamate